BrC1=CC2=CN(N=C2C=C1OC)C1=CC=NN1C 5-Bromo-6-methoxy-2-(1-methyl-1H-pyrazol-5-yl)-2H-indazole